C1=CC=CC=2C3=CC=CC=C3N(C12)C1=CC=C(C=C1)C1=CC=C(C=C1)/C=C/C1=CCN(C=C1)CC1=CC=C(C=C1)C(C1=CC=CC=C1)=O (E)-4-(2-(4'-(9H-carbazole-9-yl)-[1,1'-biphenyl]-4-yl)vinyl)-1-(4-benzoylbenzyl)pyridine